C1(CC1)C(N1C=C(C=2C1=NC=C(C2)C=2C(=NOC2C)C)C=2C=NN(C2)CC(=O)O)C2CC2 2-(4-(1-(dicyclopropylmethyl)-5-(3,5-dimethylisoxazol-4-yl)-1H-pyrrolo[2,3-b]pyridin-3-yl)-1H-pyrazol-1-yl)acetic acid